5-methyl-1-(4-(2-(4'-morpholino-2',3',4',5'-tetrahydro-[1,1'-biphenyl]-4-yl)propan-2-yl)phenyl)-1H-pyrazole-3-carboxamide CC1=CC(=NN1C1=CC=C(C=C1)C(C)(C)C1=CC=C(C=C1)C=1CCC(CC1)N1CCOCC1)C(=O)N